ClC=1C=CC(=C(C1)S(=O)(=O)NC1=CC=2C(NCCOC2N=C1)=O)OC 5-chloro-2-methoxy-N-(5-oxo-2,3,4,5-tetrahydropyrido[3,2-f][1,4]oxazepin-7-yl)benzenesulfonamide